CC([C@@H](C(=O)N1[C@@H](C[C@H](C1)O)C(=O)NCC1=CC=C(C=C1)C#C)NC(CCCCCCC=O)=O)(C)C (2S,4R)-1-((S)-3,3-dimethyl-2-(8-oxooctanamido)butanoyl)-N-(4-ethynylbenzyl)-4-hydroxypyrrolidine-2-carboxamide